(E)-3,4-difluoro-2-((2-fluoro-4-methoxyphenyl)amino)-5-((2-toluenesulfonylhydrazono)methyl)benzoic acid methyl ester COC(C1=C(C(=C(C(=C1)/C=N/NS(=O)(=O)CC1=CC=CC=C1)F)F)NC1=C(C=C(C=C1)OC)F)=O